Tert-butyl 4-(2-((5-formyl-4-methylpyridin-3-yl)oxy)ethyl)piperazine-1-carboxylate Manganese(IV) [Mn+4].C(=O)C=1C(=C(C=NC1)OCCN1CCN(CC1)C(=O)OC(C)(C)C)C